[Na+].S(=O)(=O)(OCCCCCCCCCCCC)[O-] dodecyl sulphate, sodium salt